(S)-5-amino-N-methyl-N-(7-(trifluoromethyl)isochroman-4-yl)-6,8-dihydro-1H-furo[3,4-d]pyrrolo[3,2-b]pyridine-2-carboxamide NC1=C2C(=C3C(=N1)C=C(N3)C(=O)N([C@@H]3COCC1=CC(=CC=C31)C(F)(F)F)C)COC2